tert-butyl (2-(4-(6-chloro-4-methoxypyridin-3-yl)-1H-pyrazol-1-yl)ethyl)(methyl)carbamate ClC1=CC(=C(C=N1)C=1C=NN(C1)CCN(C(OC(C)(C)C)=O)C)OC